(R)-(4-chloro-2-(2-methoxy-7-methylquinoxalin-5-yl)-7,8-dihydro-[1,4]dioxino[2',3':3,4]benzo[1,2-d]thiazol-7-yl) methyl(2-oxo-2,3-dihydrobenzo[d]oxazol-6-yl)carbamate CN(C(O[C@H]1OC2=C(C3=C(N=C(S3)C3=C4N=CC(=NC4=CC(=C3)C)OC)C(=C2)Cl)OC1)=O)C1=CC2=C(NC(O2)=O)C=C1